tert-butoxycarbonyl-5-aminoisoindoline C(C)(C)(C)OC(=O)C1NCC2=CC(=CC=C12)N